C(C1=CC=CC=C1)OC(=O)NCCOCCNC(=O)[C@H](CCS(=O)(=O)C)NC(OC(C)(C)C)=O tert-butyl N-[(1S)-1-[[2-(2-[[(benzyloxy)carbonyl]amino]ethoxy)ethyl]carbamoyl]-3-(methylsulfonyl)propyl]carbamate